(bromomethyl)-5-methoxybenzoic acid methyl ester COC(C1=C(C=CC(=C1)OC)CBr)=O